3,6-bis[(1H-imidazol-4-yl)methyl]piperazine-2,5-dione N1C=NC(=C1)CC1C(NC(C(N1)=O)CC=1N=CNC1)=O